4-(4-(5-(hydroxymethyl)isoxazol-3-yl)phenyl)-7-(4-(trifluoromethyl)phenyl)-2-naphthoic acid 2-(dimethylamino)-2-oxoethyl ester CN(C(COC(=O)C1=CC2=CC(=CC=C2C(=C1)C1=CC=C(C=C1)C1=NOC(=C1)CO)C1=CC=C(C=C1)C(F)(F)F)=O)C